(S)-tert-butyl (2-hydroxy-3-(6-(oxazol-5-ylmethoxy)-3,4-dihydroisoquinolin-2(1H)-yl)propyl)carbamate O[C@@H](CNC(OC(C)(C)C)=O)CN1CC2=CC=C(C=C2CC1)OCC1=CN=CO1